C(C)OC(=O)C1(CCC(CC1)=C)CO 1-(hydroxymethyl)-4-methylenecyclohexane-1-carboxylic acid ethyl ester